4,5-difluoro-2-methyl-aniline FC1=CC(=C(N)C=C1F)C